ClC1=CC2=C(C=N1)C(=NN2C2=C(C=C(C=C2)NS(=O)(=O)C)OC)NCCN(C)CCF N-(4-(6-Chloro-3-((2-((2-fluoroethyl)(methyl)amino)ethyl)amino)-1H-pyrazolo[4,3-c]pyridin-1-yl)-3-methoxyphenyl)methanesulfonamide